1,4-bis-[4-(6-acryloyloxyhexoxy)benzoyl]-2-methylbenzene C(C=C)(=O)OCCCCCCOC1=CC=C(C(=O)C2=C(C=C(C=C2)C(C2=CC=C(C=C2)OCCCCCCOC(C=C)=O)=O)C)C=C1